2'-Deoxy-2'-fluoro-2'-methyluridine F[C@]1([C@@H](O[C@@H]([C@H]1O)CO)N1C(=O)NC(=O)C=C1)C